(2,5-dimethylphenyl)-2-(6-fluoro-2-((4-fluorobenzyl)thio)-4H-imidazo[4,5-b]pyridin-4-yl)butanamide CC1=C(C=C(C=C1)C)C(C(=O)N)(CC)N1C=2C(=CC(=C1)F)N=C(N2)SCC2=CC=C(C=C2)F